NC=1C=CC(=C2CN(C(C12)=O)CC1(OC1)C)C1=CC=C2C=NN(C2=C1)C 7-amino-4-(1-methyl-1H-indazol-6-yl)-2-[(2-methyloxiran-2-yl)methyl]-2,3-dihydro-1H-isoindol-1-one